((R)-1-(((2R,3S,4R,5R)-5-(6-chloro-4-((cyclopropylmethyl)-amino)-1H-pyrazolo[3,4-d]-pyrimidin-1-yl)-3,4-dihydroxy-tetrahydrofuran-2-yl)methoxy)-2-phenylethyl)phosphonic acid ClC1=NC(=C2C(=N1)N(N=C2)[C@H]2[C@@H]([C@@H]([C@H](O2)CO[C@@H](CC2=CC=CC=C2)P(O)(O)=O)O)O)NCC2CC2